NC=1C(=C(C(=CC1C(=O)O)C(F)(F)F)C1=CC=C(C=C1)F)I 3-Amino-4'-fluoro-2-iodo-6-(trifluoromethyl)-[1,1'-biphenyl]-4-carboxylic acid